CN1CCN(CC1)C[Si](C1=CC=C(C=C)C=C1)(OCC)OCC 4-[(4-methylpiperazine-1-yl)methyldiethoxysilyl]styrene